C(C1=CC=CC=C1)(=O)C1=CC=C(C=C1)NC(\C=C/C(=O)O)=O N-[(4-Benzoylphenyl)]maleic acid monoamide